CC1C(CC2NC(C=3N=CC4=C(C[C@]5(C(NC=6N=CC(/C=C/COCCOCCN1C2=O)=CC56)=O)C4)C3)=O)C3=CC=CC=C3 (1S,22E)-13-methyl-12-phenyl-17,20-dioxa-6,9,14,26,28-pentazahexacyclo[22.5.2.11,4.13,7.110,14.027,30]tetratriaconta-3,5,7(33),22,24(31),25,27(30)-heptaene-8,29,32-trione